3,3'-decamethylenebis(1H-1,2,4-triazole) N1N=C(N=C1)CCCCCCCCCCC1=NNC=N1